NC(CCC1CC1)(C1=CC(=CC=C1)C#N)C=1C=CC(=C(C1)NC(=O)[C@H]1N(C[C@H](C1)OC)C(=O)NC1=CC=C(C=C1)Cl)F (2S,4S)-N2-(5-((-)-1-amino-1-(3-cyanophenyl)-3-cyclopropylpropyl)-2-fluorophenyl)-N1-(4-chlorophenyl)-4-methoxypyrrolidine-1,2-dicarboxamide